NC1=NC=CC=2N1C(=NC2C2CC1CCC(C2)O1)C1=CC=C(CNC(C2=C(C=CC(=C2)F)OC)=O)C=C1 N-(4-(5-amino-1-(8-oxabicyclo[3.2.1]octan-3-yl)imidazo[1,5-c]pyrimidin-3-yl)benzyl)-5-fluoro-2-methoxybenzamide